C(C)(C)(C)OC(=O)NCC1=CC=C(C=C1)NC(=O)C1=CC2=C(OCCC3=C2SC=C3)C=C1C=1C(=NC(=CC1)C(NC)=O)C(=O)OC methyl 3-(9-((4-(((tert-butoxycarbonyl)amino)methyl)phenyl)carbamoyl)-4,5-dihydrobenzo[b]thieno[2,3-d]oxepin-8-yl)-6-(methylcarbamoyl)picolinate